C(C)(C)(C)OC(=O)NC1=C(CN(C(OC(C)(C)C)=O)CCCC)C=CC=C1 tert-butyl (2-((tert-butoxycarbonyl)amino)benzyl)(butyl)carbamate